C(C)(C)(C)CN(C(=O)OC1(CCCC1)C1=C(C=C(C(=C1)OCC1=CC=CC=C1)C)C1=C(C=C(C(=C1)C)OCC1=CC=CC=C1)F)C[C@@H]1COCC2=C(C=CC=C12)C1=CC=C(C=C1)F 1-(4,4'-bis(benzyloxy)-2'-fluoro-5,5'-dimethyl-[1,1'-biphenyl]-2-yl)cyclopentan-1-ol (R,S)-tert-butyl-((8-(4-fluorophenyl)isochroman-4-yl)methyl)(methyl)carbamate